ClC1=C(C(=O)C2=CNC3=C2C2=C(NC([C@](N2)(C)COC)=O)C=N3)C=CC(=C1)OC1=C(C=CC=C1)OC (S)-9-(2-chloro-4-(2-methoxyphenoxy)benzoyl)-2-(methoxymethyl)-2-Methyl-1,2,4,7-tetrahydro-3H-pyrrolo[3',2':5,6]pyrido[3,4-b]pyrazin-3-one